[4-(1-tert-butyl-1,2,4-triazol-3-yl)-3-chloro-phenyl]-[4-(5-chlorooxazolo[4,5-b]pyridin-2-yl)piperazin-1-yl]methanone C(C)(C)(C)N1N=C(N=C1)C1=C(C=C(C=C1)C(=O)N1CCN(CC1)C=1OC=2C(=NC(=CC2)Cl)N1)Cl